ClC=1C=CC(=NC1)[C@@H](C)OC=1C=2N(C=C(C1)C=1C=NN(C1C)[C@@H]1CNCCC1)N=CC2C#N 4-((R)-1-(5-chloropyridin-2-yl)ethoxy)-6-(5-methyl-1-((S)-piperidin-3-yl)-1H-pyrazol-4-yl)pyrazolo[1,5-a]pyridine-3-carbonitrile